6-(9,9-dimethyl-9H-fluoren-2-yl)-4-hydroxy-3-(2,2,2-trifluoroethan-1-on-1-yl)-2H-chromen CC1(C2=CC=CC=C2C=2C=CC(=CC12)C=1C=C2C(=C(COC2=CC1)C(C(F)(F)F)=O)O)C